methyl 2-(4,7-dimethyl-2-oxo-1H-1,6-naphthyridin-3-yl)acetate CC1=C(C(NC2=CC(=NC=C12)C)=O)CC(=O)OC